C1(=CC(=CC=C1)NS(=O)(=O)C1=CC(=C(C2=CC=CC=C12)O)C(=O)O)C1=CC=CC=C1 4-(N-([1,1'-biphenyl]-3-yl)sulfamoyl)-1-hydroxy-2-naphthoic acid